C1(CCCCC1)C(=O)N1CCN(CC1)CC1=C(N=C2N1C=CC=C2)C2=CC=C(C#N)C=C2 4-(3-{[4-(cyclohexylcarbonyl)piperazin-1-yl]methyl}imidazo[1,2-a]pyridin-2-yl)benzonitrile